Para-acetyl-phenyl-alanine C(C)(=O)C1=CC=C(C=C1)N[C@@H](C)C(=O)O